1-(4-(3-fluoro-2-methylphenyl)piperazin-1-yl)-2-(3-((3R,4S)-3-fluoro-4-hydroxypiperidine-1-carbonyl)-5,6-dihydrocyclopenta[c]pyrazol-1(4H)-yl)ethanone FC=1C(=C(C=CC1)N1CCN(CC1)C(CN1N=C(C2=C1CCC2)C(=O)N2C[C@H]([C@H](CC2)O)F)=O)C